C1(CC1)C1=C(C=C(C(=C1)I)C)N(C(C#CC)=O)C1=CC=C2C(=N1)C(N(C2)C2CCSCC2)=O N-(2-cyclopropyl-4-iodo-5-methylphenyl)-N-(7-oxo-6-(tetrahydro-2H-thiopyran-4-yl)-6,7-dihydro-5H-pyrrolo[3,4-b]pyridin-2-yl)but-2-ynamide